3-phenyl-6,7-dimethoxyisoquinolin-1(2H)-one C1(=CC=CC=C1)C=1NC(C2=CC(=C(C=C2C1)OC)OC)=O